(2-bromo-benzo[d]thiazol-7-yl)methanol BrC=1SC2=C(N1)C=CC=C2CO